2-(3-bromo-5-(trifluoromethyl)phenyl)acetonitrile BrC=1C=C(C=C(C1)C(F)(F)F)CC#N